4-pyrrolidin-3-yl-phenyl-acetamide hydrochloride Cl.N1CC(CC1)C1=CC=C(C=C1)CC(=O)N